C(CCC)N(C1=CC=CC=C1)CCCC N,N-dibutyl-benzenamine